CN1N=CC2=CC=CC(=C12)NS(=O)(=O)C=1C=NN(C1)C1=NC=CC(=C1)N1CCOCC1 N-(1-METHYL-1H-INDAZOL-7-YL)-1-(4-MORPHOLINOPYRIDIN-2-YL)-1H-PYRAZOLE-4-SULFONAMIDE